2,2-dichlorobutanoate ClC(C(=O)[O-])(CC)Cl